8'-methyl-1',1'-dioxido-1'-(2-(piperidine-1-yl)-ethoxy)spiro[cyclopropane-1,4'-pyrido[2,3-b][1,4,5]oxathiazepin] CC1=CC2=C(OC3(C=NS2(OCCN2CCCCC2)([O-])=O)CC3)N=C1